N-methyl-allylbicyclo[2.2.1]hept-5-ene-2,3-dicarboximide CN1C(=O)C2C3(C=CC(C2C1=O)C3)CC=C